C1N(CCC12CNCC2)C2=CC=C(C=N2)OC2=NC(=CC(=C2)CN2CCC(CC2)CNC(C)=O)C2=CC(=CC(=C2)Cl)Cl N-((1-((2-((6-(2,7-diazaspiro[4.4]-nonan-2-yl)pyridin-3-yl)oxy)-6-(3,5-dichlorophenyl)pyridin-4-yl)methyl)piperidin-4-yl)methyl)acetamide